P(OCCCCCCCCCCCCCCCCOC(C=C)=O)([O-])([O-])=S acryloyloxyhexadecyl phosphorothioate